C(C1=CC=NC=C1)NN=CC=1C(O)=C(C=CC1)OCC 3-ethoxysalicylaldehyde isonicotinyl hydrazone